sodium 2-propylheptanol C(CC)C(CO)CCCCC.[Na]